FC=1C(=C(C=C(C1)F)[Ir-]C1=C(C(=CC(=C1)F)F)C1=NC=C(C=C1)C(F)(F)F)C1=NC=C(C=C1)C(F)(F)F bis{3,5-difluoro-2-[5-(trifluoromethyl)pyridin-2-yl]Phenyl}iridium (I)